4-ethyl-3-phenyl-1H-1,2,4-triazol-5-one C(C)N1C(=NNC1=O)C1=CC=CC=C1